FC=1C(=CC=2C3=C(NC(C2C1)=O)[C@H](OC[C@H]3N(C(=O)C=3NC1=CC(=C(C=C1C3)F)F)C)OC)F N-((1S,4S)-8,9-difluoro-4-methoxy-6-oxo-1,4,5,6-tetrahydro-2H-pyrano[3,4-c]isoquinolin-1-yl)-5,6-difluoro-N-methyl-1H-indole-2-carboxamide